FC=1C=C(COC2=CC3=COC=C3C=C2)C=CC1 5-((3-fluorobenzyl)oxy)isobenzofuran